C(CCC#CC)N1N=C2C(CN([C@@H](C2)C)C(=O)OC(C)(C)C)=C1C(=O)OCC 5-tert-Butyl 3-ethyl (6R)-2-(hex-4-yn-1-yl)-6-methyl-2,4,6,7-tetrahydro-5H-pyrazolo[4,3-c]-pyridine-3,5-dicarboxylate